ClC1=CC2=C(C3(OCC2=O)CC(N(C(C3)C=3N=NN(C3)C)C(C(F)(F)F)=O)C)S1 2'-chloro-2-methyl-6-(1-methyltriazol-4-yl)-1-(2,2,2-trifluoroacetyl)spiro[piperidine-4,7'-thieno[2,3-c]pyran]-4'-one